2-methyl-4-(1-methylpyrazol-4-yl)benzenesulfonyl chloride CC1=C(C=CC(=C1)C=1C=NN(C1)C)S(=O)(=O)Cl